(1-(4-(((6'-(dimethylamino)-[2,3'-bipyridin]-3-yl) methyl) amino)-7-(prop-1-en-2-yl) imidazo[2,1-f][1,2,4]triazin-2-yl) piperidin-4-yl) carbamate C(N)(OC1CCN(CC1)C1=NN2C(C(=N1)NCC=1C(=NC=CC1)C=1C=NC(=CC1)N(C)C)=NC=C2C(=C)C)=O